FC(C(=O)O)(F)F.FC1=C(C(=O)N2CC(C2)N(C2=NC=C(C#N)C=C2)C)C=C(C=C1)CC1=NNC(C2=CC=C(C=C12)C#CC)=O 6-((1-(2-fluoro-5-((4-oxo-7-(prop-1-yn-1-yl)-3,4-dihydrophthalazin-1-yl)methyl)benzoyl)azetidin-3-yl)(methyl)amino)nicotinonitrile 2,2,2-trifluoroacetate